N-[4-fluoro-5-(2-morpholin-4-ylpyrimidin-5-yl)-2-[rac-(3R,5S)-3,4,5-trimethylpiperazin-1-yl]phenyl]-2-methoxybenzamide FC1=CC(=C(C=C1C=1C=NC(=NC1)N1CCOCC1)NC(C1=C(C=CC=C1)OC)=O)N1C[C@H](N([C@H](C1)C)C)C |r|